1,2-bis(4-fluorophenylthio)ethane FC1=CC=C(C=C1)SCCSC1=CC=C(C=C1)F